ClC=1N=C(C2=C(N1)C=NC(=C2)C=2CCOCC2)N[C@H](C)C2=CC(=CC(=C2)C(F)(F)F)[N+](=O)[O-] (R)-2-chloro-6-(3,6-dihydro-2H-pyran-4-yl)-N-(1-(3-nitro-5-(trifluoromethyl)phenyl)ethyl)pyrido[3,4-d]pyrimidin-4-amine